C(CCN)CCO[C@H]1[C@@H]([C@H]([C@@H]([C@H](O1)CO)O[C@H]2[C@@H]([C@H]([C@@H]([C@H](O2)C(=O)O)O)O[C@H]3[C@@H]([C@H]([C@@H]([C@H](O3)CO)O)O)O)O)O)O The molecule is a beta-D-glucoside that is the 5-aminopentyl glycoside of a trisaccharide consisting of beta-D-glucosyl, beta-D-glucuronosyl and beta-D-glucosyl residues linked sequentially (1->3) and (1->4). It is a beta-D-glucoside and a trisaccharide derivative.